N[C@@H]1C[C@@H](N(C1)C(=O)C=1N=C2N(C=CC(=C2)Cl)C1)C=1SC=C(N1)C(=O)O 2-((2R,4R)-4-amino-1-(7-chloroimidazo[1,2-a]pyridine-2-carbonyl)pyrrolidin-2-yl)thiazole-4-carboxylic acid